[Na+].N(C(S)=N)CCCS(=O)(=O)[O-] 3-isothioureidopropanesulfonic acid sodium salt